OC(CCCC)C1=CC=C(C=C1)C(/C=C/C1=CC=C(C(=O)O)C=C1)=O 4-[(E)-3-[4-(1-Hydroxypentyl)phenyl]-3-oxoprop-1-enyl]benzoic acid